2-Isopropyl-N-(6-methyl-5-(7-(methylamino)-1,6-naphthyridin-3-yl)pyridin-3-yl)isonicotinamide C(C)(C)C=1C=C(C(=O)NC=2C=NC(=C(C2)C=2C=NC3=CC(=NC=C3C2)NC)C)C=CN1